C(C)(C)(C)OC(=O)N1C(C2=C(CC1)NC(=C2NC2=CC=CC=C2)C2=CC(=NC=C2)OC)=O tert-Butyl-2-(2-methoxypyridin-4-yl)-4-oxo-3-(phenylamino)-1,4,6,7-tetrahydro-5H-pyrrolo[3,2-c]pyridine-5-carboxylate